4-cyclopropyl-6-methoxy-5-{6h,7h,8h-pyrimido[5,4-b][1,4]oxazin-2-yl}pyrimidine C1(CC1)C1=NC=NC(=C1C=1N=CC=2OCCNC2N1)OC